N-((5-cyclopropyl-1H-indazol-4-yl)methyl)-6-ethoxy-5-fluoronicotinamide C1(CC1)C=1C(=C2C=NNC2=CC1)CNC(C1=CN=C(C(=C1)F)OCC)=O